(R)-2-(4-(4-(4-(5-((S)-1-Amino-1-(4-fluorophenyl)ethyl)pyrimidin-2-yl)piperazin-1-yl)pyrrolo[2,1-f][1,2,4]triazin-6-yl)-1H-pyrazol-1-yl)propan-1-ol N[C@@](C)(C1=CC=C(C=C1)F)C=1C=NC(=NC1)N1CCN(CC1)C1=NC=NN2C1=CC(=C2)C=2C=NN(C2)[C@@H](CO)C